NC1=C(C=C(C(=O)OC)C=C1NC)C(C)(F)F Methyl 4-amino-3-(1,1-difluoroethyl)-5-(methylamino)benzoate